sodium 2-(tert-butyl)-2-nonylpropanedioate C(C)(C)(C)C(C(=O)[O-])(C(=O)[O-])CCCCCCCCC.[Na+].[Na+]